tertbutyl 4-fluoro-5,6,7,8-tetrahydro-5,8-epiminoisoquinoline-9-carboxylate FC1=CN=CC=2C3CCC(C12)N3C(=O)OC(C)(C)C